C1(CC1)[C@@H](C)NC=1N=CC2=C(N1)NC=C2C2=CC1=C(N=C(S1)C)C=C2 (R)-N-(1-cyclopropylethyl)-5-(2-methylbenzo[d]thiazol-6-yl)-7H-pyrrolo[2,3-d]pyrimidin-2-amine